C1(CC1)C(=O)C=1C=C2C(=NC=NC2=C(C1)C(F)(F)F)N([C@@H](C)C=1N(N=CN1)C1=NC=CC=N1)C cyclopropyl-[4-[methyl-[(1S)-1-(2-pyrimidin-2-yl-1,2,4-triazol-3-yl)ethyl]amino]-8-(trifluoromethyl)quinazolin-6-yl]methanone